2-(4-ethylpiperazin-1-yl)benzonitrile C(C)N1CCN(CC1)C1=C(C#N)C=CC=C1